CN(C(OC(C)(C)C)=O)CC1OC2=C(C1)C=C(C(=C2)C(NC2(CC2)C2=CC=CC1=CC=CC=C21)=O)C tert-Butyl methyl((5-methyl-6-((1-(naphthalen-1-yl)cyclopropyl)carbamoyl)-2,3-dihydrobenzofuran-2-yl)methyl)carbamate